(Z)-methyl 3-(((4-(2-(1,1-dioxidothiomorpholino)-N-methylacetamido)phenyl)amino)(phenyl)methylene)-2-oxo-2,3-dihydro-1H-pyrrolo[3,2-b]pyridine-6-carboxylate O=S1(CCN(CC1)CC(=O)N(C)C1=CC=C(C=C1)N\C(=C\1/C(NC=2C1=NC=C(C2)C(=O)OC)=O)\C2=CC=CC=C2)=O